C1(CC1)COC(NC1CNCC1(F)F)=O.C1(NNNCCCCC1)(CC(=O)O)CC(=O)O triazacyclononanediacetic acid cyclopropylmethyl-N-(4,4-difluoropyrrolidin-3-yl)carbamate